CN([C@@H]([C@H](OCC1CC1)C)C(=O)O)C(=O)OC(C)(C)C methyl-N-(tert-butoxycarbonyl)-O-(cyclopropylmethyl)-L-threonine